[N+](=O)([O-])CC1OC=2C=CC=CC2C2=C1C=CS2 4-(nitromethyl)-4H-thieno[3,2-c]chromene